C(C)(C)(C)C(CCCN(C(O)=O)C(=O)OC(C)(C)C)N(CC\C=C/C)C1=C2CN(C(C2=CC=C1)=O)C1C(NC(CC1)=O)=O.FC(F)(F)C1=NNC=C1 trifluoromethyl-pyrazole tert-butyl-(Z)-(tert-butoxycarbonyl)(4-((2-(2,6-dioxopiperidin-3-yl)-1-oxoisoindolin-4-yl)(pent-3-en-1-yl)amino)butyl)carbamate